1-[(6-{3-azabicyclo[3.1.0]hex-3-yl}-5-bromo-2-methylpyridin-3-yl)methyl]-1H-pyrazole-4-carboxylic acid methyl ester COC(=O)C=1C=NN(C1)CC=1C(=NC(=C(C1)Br)N1CC2CC2C1)C